C(C)N1CCC(CC1)N1N=C(C(=C1)NC1=NC=C(C(=N1)NCCCN1C(COCCC1)=O)C(F)(F)F)C 4-(3-((2-((1-(1-ethylpiperidin-4-yl)-3-methyl-1H-pyrazol-4-yl)amino)-5-(trifluoromethyl)pyrimidin-4-yl)amino)propyl)-1,4-oxazepan-3-one